C(C)(C)(C)C(C(=O)O)(C(=O)O)C.C(CCCCCCC)C(C(=O)OC)C(=O)O Methyl octylpropanedioate tert-butyl-Methyl-propanedioate